ammonium hexachlorocyclotriphosphazene ClP1(=NP(=NP(=N1)(Cl)Cl)(Cl)Cl)Cl.[NH4+]